C(C(=C)C)(=O)CP(C1=CC=CC=C1)(C1=CC=CC=C1)=O (methacryloylmethyl)diphenylphosphine oxide